C(#N)C=1C=C(C=CC1)C=1N=C(SC1C1=CC(=NC(=C1)C)C)NC(=O)N1C2CNCC1CC2 N-[4-(3-Cyanophenyl)-5-(2,6-dimethyl-4-pyridyl)thiazol-2-yl]-3,8-diazabicyclo[3.2.1]octane-8-carboxamide